O[C@]1(CN(C[C@@H]1S(=O)(=O)C=1C=NC(=CC1)C(F)(F)F)S(=O)(=O)C1=C(C=C(C#N)C=C1)C(F)(F)F)CO 4-(((3R,4S)-3-hydroxy-3-(hydroxymethyl)-4-((6-(trifluoromethyl)pyridin-3-yl)sulfonyl)pyrrolidin-1-yl)sulfonyl)-3-(trifluoromethyl)benzonitrile